ClC1=NC(=CC(=C1)C(F)(F)F)C(F)F 2-chloro-6-(difluoromethyl)-4-(trifluoromethyl)pyridine